2-(2-chloro-phenyl)acetamide ClC1=C(C=CC=C1)CC(=O)N